N,N'-bis(3-amino-n-propyl)piperazine NCCCN1CCN(CC1)CCCN